[(2R,3S,11bR)-9,10-dimethoxy-3-(2-methylpropyl)-1H,2H,3H,4H,6H,7H,11bH-pyrido[2,1-a]isoquinolin-2-yl]methyl 3-(3-methyl-1H-pyrazol-1-yl)propanoate CC1=NN(C=C1)CCC(=O)OC[C@@H]1C[C@H]2N(CCC3=CC(=C(C=C23)OC)OC)C[C@H]1CC(C)C